2-fluoro-5-((2-nitrophenyl)amino)benzonitrile FC1=C(C#N)C=C(C=C1)NC1=C(C=CC=C1)[N+](=O)[O-]